9-((9-(Tert-butoxy)-9-oxononyl)oxy)nonanoic acid C(C)(C)(C)OC(CCCCCCCCOCCCCCCCCC(=O)O)=O